COC1=CC=CC=C1OC(=O)C2=CN=CC=C2 guaiacyl nicotinate